CN1N=C(C=C(C1=O)N1CC2(CCC2)CC1)B(O)O (1-methyl-6-oxo-5-(6-azaspiro[3.4]oct-6-yl)-1,6-dihydro-pyridazin-3-yl)boronic acid